ClCC1=CC=CC(=N1)C(=O)OC Methyl 6-chloromethylpyridine-2-carboxylate